1H-imidazol-1-yl (1,3-dioxoisoindolin-2-yl)(isopropyl)carbamate O=C1N(C(C2=CC=CC=C12)=O)N(C(ON1C=NC=C1)=O)C(C)C